N1(N=CN=C1)C(=O)N1C(CCCC1)C1CCNC=2N1N=C(C2C2=CC=C(C=C2)OC2=CC=CC=C2)C(=O)N 7-(1-(1H-1,2,4-triazole-1-carbonyl)piperidin-2-yl)-3-(4-phenoxy-phenyl)-4,5,6,7-tetrahydro-pyrazolo[1,5-a]pyrimidine-2-carboxamide